5-(4-hydroxy-3,5-dimethoxybenzylidene)-1-(4-methoxyphenyl)pyrimidine-2,4,6(1H,3H,5H)-trione OC1=C(C=C(C=C2C(NC(N(C2=O)C2=CC=C(C=C2)OC)=O)=O)C=C1OC)OC